ClC1=C(C=CC=C1C1=C(C(=NC=C1)C1=CC(=C(C=C1)C=O)OC)Cl)C1=CC=C(C(=N1)OC)CN(C(OC(C)(C)C)=O)C1CCOCC1 tert-Butyl ((6-(2-chloro-3-(3-chloro-2-(4-formyl-3-methoxyphenyl)pyridin-4-yl)phenyl)-2-methoxypyridin-3-yl)methyl)(tetrahydro-2H-pyran-4-yl)carbamate